(11Z,14Z)-2-((((2-(diethylamino)ethyl)carbamoyl)oxy)methyl)icosaN C(C)N(CCNC(=O)OCC(C)CCCCCCCCCCCCCCCCCC)CC